hydroxyproline N1[C@@H](C[C@@H](O)C1)C(=O)O